C(C(C)(C)C)NC=O N-neopentyl-carboxamide